2-(phosphooxy)acrylic acid P(=O)(=O)OC(C(=O)O)=C